C(C)(=O)C=1C(=NC(=CC1)N1C=NC2=C1C=NC(=C2)N2C1=C(OCC2)C=C(N=N1)C)N1N=C(C=C1C)C#N 1-[3-Acetyl-6-[6-(3-methyl-6,7-dihydropyridazino[4,3-b][1,4]oxazin-8-yl)imidazo[4,5-c]pyridin-3-yl]-2-pyridinyl]-5-methyl-pyrazole-3-carbonitrile